2,2-difluoro-2-[4-[5-(trifluoromethyl)-1,2,4-oxadiazol-3-yl]phenyl]acetic acid FC(C(=O)O)(C1=CC=C(C=C1)C1=NOC(=N1)C(F)(F)F)F